BrC1=CC=C2C(=N1)C(CN2C2=NC(=NC=C2)SC)(C)C 5-bromo-3,3-dimethyl-1-(2-(methylthio)pyrimidin-4-yl)-2,3-dihydro-1H-pyrrolo[3,2-b]pyridine